5-oxo-1-tetradecylpyrrolidine-2-carboxylic acid O=C1CCC(N1CCCCCCCCCCCCCC)C(=O)O